CN1C(C=C(C2=C1N=C(N=C2)SC)C#C[Si](C(C)C)(C(C)C)C(C)C)=O 8-methyl-2-(methylsulfanyl)-5-[2-(triisopropylsilyl)ethynyl]pyrido[2,3-d]pyrimidin-7-one